6-chloro-7-(dimethylamino)-4-((2S)-2-methyl-4-(2-propenoyl)-1-piperazinyl)-1-(2-(2-propanyl)phenyl)pyrido[2,3-d]pyrimidin-2(1H)-one ClC1=CC2=C(N(C(N=C2N2[C@H](CN(CC2)C(C=C)=O)C)=O)C2=C(C=CC=C2)C(C)C)N=C1N(C)C